N-(2-((4-(2-(Bis((1-methyl-1H-imidazol-5-yl)methyl)amino)ethyl)phenyl)carbamoyl)-4,5-dimethoxyphenyl)-4-oxo-4H-chromene-2-carboxamide CN1C=NC=C1CN(CCC1=CC=C(C=C1)NC(=O)C1=C(C=C(C(=C1)OC)OC)NC(=O)C=1OC2=CC=CC=C2C(C1)=O)CC1=CN=CN1C